(3R)-1-(6-chloro-2-(((3s,4s)-4-(difluoromethyl)-1,3-dimethylpiperidin-3-yl)methoxy)-7-(8-ethynyl-7-fluoro-3-hydroxynaphthalen-1-yl)-8-fluoroquinazolin-3-yl)-3-methylpiperidin-3-ol ClC1=CC2=CN(C(N=C2C(=C1C1=CC(=CC2=CC=C(C(=C12)C#C)F)O)F)OC[C@@]1(CN(CC[C@@H]1C(F)F)C)C)N1C[C@@](CCC1)(O)C